tert-butyl (1R,4R,5S)-5-((3-amino-7-(3-chloro-2-methylphenyl)-6-(2-cyanoethyl)-8-fluoro-2-(methylthio)quinolin-4-yl)(tert-butoxycarbonyl)amino)-2-azabicyclo[2.1.1]hexane-2-carboxylate NC=1C(=NC2=C(C(=C(C=C2C1N([C@H]1[C@H]2CN([C@@H]1C2)C(=O)OC(C)(C)C)C(=O)OC(C)(C)C)CCC#N)C2=C(C(=CC=C2)Cl)C)F)SC